O=C(C(=O)O)CCC(=O)O α-Ketoglutaric Acid